CC1=NOC(=C1C=1C=C(C=CC1OCCN1CCCC1)NC(=O)C1=C(C=NN1C)F)C N-(3-(3,5-dimethylisoxazol-4-yl)-4-(2-(pyrrolidin-1-yl)ethoxy)phenyl)-4-fluoro-1-methyl-1H-pyrazole-5-carboxamide